(S)-(1-((3-(oxiran-2-ylmethoxy)phenyl)sulfonyl)cyclopropyl)methanol O1[C@@H](C1)COC=1C=C(C=CC1)S(=O)(=O)C1(CC1)CO